6-(hydroxymethyl)benzo[d]oxazol-2(3H)-one OCC1=CC2=C(NC(O2)=O)C=C1